tert-butyl (2R,3S)-2-[[tert-butyl(diphenyl)silyl]oxymethyl]-3-cyclopropyl-5-oxo-pyrrolidine-1-carboxylate [Si](C1=CC=CC=C1)(C1=CC=CC=C1)(C(C)(C)C)OC[C@@H]1N(C(C[C@H]1C1CC1)=O)C(=O)OC(C)(C)C